ClC=1C=CC=C2C(=CNC12)C1CC(C2=CC=CC=C12)=O 3-(7-chloro-1H-indol-3-yl)-2,3-dihydro-1H-inden-1-one